ClC1=CC=[N+](C2=CC=CC(=C12)Cl)[O-] 4,5-dichloroquinoline 1-oxide